(1S,3R,8aS)-2,2,6,7-tetramethyl-2,3,4,4a,5,8-hexahydro-1,3-methanonaphthalene-8a(1H)-carbaldehyde CC1([C@H]2[C@@]3(CC(=C(CC3C[C@@H]1C2)C)C)C=O)C